4-triisopropylsilyloxybenzoic acid (3-cyclopropyl-4-hydroxy-phenyl) ester C1(CC1)C=1C=C(C=CC1O)OC(C1=CC=C(C=C1)O[Si](C(C)C)(C(C)C)C(C)C)=O